N-[3-chloro-4-[4-(piperidine-4-carbonyl)piperazine-1-carbonyl]phenyl]-1-methyl-5-(2,3,4-trifluorophenyl)imidazole-2-carboxamide formate C(=O)O.ClC=1C=C(C=CC1C(=O)N1CCN(CC1)C(=O)C1CCNCC1)NC(=O)C=1N(C(=CN1)C1=C(C(=C(C=C1)F)F)F)C